C1(CCCCC1)CCN1C=CC2=CC(=CC=C12)NC1=CC(=NC=C1)C1=CC=CC=C1 1-(2-cyclohexylethyl)-N-(2-phenylpyridin-4-yl)-1H-indol-5-amine